NCC1(CCN(CC1)C(=O)OC(C)(C)C)C#N tert-butyl 4-(aminomethyl)-4-cyanopiperidine-1-carboxylate